ClC=1C=C2C(=C3C4(NC(NC13)=O)CCCCC4)OC(=C2)CN(CC=2C=NC=CC2)C 5'-chloro-2'-{[methyl(pyridin-3-ylmethyl)amino]methyl}-7',8'-dihydro-6'H-spiro[cyclohexane-1,9'-furo[2,3-f]quinazoline]-7'-one